2-((4-methylphenyl)sulfonylamino)-N-(4-(2-pyrrolyl)thiazol-2-yl)benzamide CC1=CC=C(C=C1)S(=O)(=O)NC1=C(C(=O)NC=2SC=C(N2)C=2NC=CC2)C=CC=C1